[Ti].[Cu].[Zn].OCC(C#CC1=CC2=C(OCC(C(N2C)=O)NC(C2=NC=CC=C2)=O)C=C1)(C)C N-(7-(4-hydroxy-3,3-dimethylbut-1-yn-1-yl)-5-methyl-4-oxo-2,3,4,5-tetrahydrobenzo[b][1,4]oxazepin-3-yl)picolinamide Zinc-copper-titanium